O(C(=O)CCCCCCCCC)CCCCCCCC\C=C/CCCCCC palmitoleyl caprate